7-(4-((1S,2R,5R)-8-Oxa-3-azabicyclo[3.2.1]octan-2-yl)phenyl)-6-chloro-3-((1-(4-chlorobenzoyl)-4-hydroxypiperidin-4-yl)methyl)-3,7-dihydro-4H-pyrrolo[2,3-d]pyrimidin-4-one [C@@H]12[C@H](NC[C@@H](CC1)O2)C2=CC=C(C=C2)N2C(=CC1=C2N=CN(C1=O)CC1(CCN(CC1)C(C1=CC=C(C=C1)Cl)=O)O)Cl